1H,7H-[1,4]dioxino[2,3-F:5,6-F']bisbenzotriazole N1N=NC2=C1C=C1C(=C2)OC2=CC3=C(N=NN3)C=C2O1